C(C)(C)(C)NS(=O)(=O)N1CCC2=CC=C(C=C12)NC(C1=C(C=C(C=C1)NS(=O)(=O)CCO)N1CCC2(CC2)CC1)=O N-(1-(N-(tert-butyl)sulfamoyl)indolin-6-yl)-4-((2-hydroxyethyl)sulfonamido)-2-(6-azaspiro[2.5]octan-6-yl)benzamide